OC1(CC=C(C=C1)C=1C(=CC=CC1)C1=CC=CC=C1)O 4,4-dihydroxyterphenyl